4-(6-(4-acrylamido-2-fluorophenyl)-4-aminopyrazolo[5,1-f][1,2,4]triazin-5-yl)-2-methoxy-N-(2,2,2-trifluoroethyl)benzamide C(C=C)(=O)NC1=CC(=C(C=C1)C1=NN2N=CN=C(C2=C1C1=CC(=C(C(=O)NCC(F)(F)F)C=C1)OC)N)F